(S)-1-acryloylpyrrolidin-3-yl (2-(2-(2-(4-(6-(dimethylamino)-5,6,7,8-tetrahydronaphthalen-2-yl)-3-fluorothieno[2,3-d]pyridazin-7-yl)-5-fluorophenoxy)ethoxy)ethyl)carbamate CN(C1CC=2C=CC(=CC2CC1)C1=C2C(=C(N=N1)C1=C(OCCOCCNC(O[C@@H]3CN(CC3)C(C=C)=O)=O)C=C(C=C1)F)SC=C2F)C